COC1=C(C(C(=O)NC2=CC=CC=C2)(O)C2=CC=CC=C2)C=CC(C1)(N)N 2-methoxy-4,4-diaminobenzilanilide